(R)-4-(6-(6-(2-(4-cyclopropylpyrimidin-5-yl)-4-fluorophenoxy)-1,2,4-triazin-5-yl)-2,6-diazaspiro[3.4]octan-2-yl)-5-methylhexanoate C1(CC1)C1=NC=NC=C1C1=C(OC2=C(N=CN=N2)N2CC3(CN(C3)[C@H](CCC(=O)[O-])C(C)C)CC2)C=CC(=C1)F